N-(2-oxo-2-(4-(5-(trifluoromethyl)-1,2,4-oxadiazol-3-yl)phenyl)ethyl)methanesulfonamide O=C(CNS(=O)(=O)C)C1=CC=C(C=C1)C1=NOC(=N1)C(F)(F)F